C(C)(=O)N1[C@H](CCC1)C=O (R)-1-acetylpyrrolidine-2-carboxaldehyde